BrC1=C2C=CNC2=C(C(=C1SC1=CC(=NC=C1)C#N)F)F 4-((4-bromo-6,7-difluoro-1H-indol-5-yl)thio)picolinonitrile